4-(1-((tert-butyldimethylsilyl)oxy)-4-hydroxybut-2-yl)thiomorpholine 1,1-dioxide [Si](C)(C)(C(C)(C)C)OCC(CCO)N1CCS(CC1)(=O)=O